4-{1-[3-cyano-4-(trifluoromethyl)phenyl]cyclopropyl}-3-methyl-N-[1-(1H-1,2,4-triazol-3-yl)ethyl]-1H-pyrrole-2-carboxamide C(#N)C=1C=C(C=CC1C(F)(F)F)C1(CC1)C=1C(=C(NC1)C(=O)NC(C)C1=NNC=N1)C